CCC(=O)CC propionone